trans-1-(4-(2-((4-aminocyclohexyl)amino)-5-fluoropyrimidin-4-yl)pyridin-2-yl)piperidin-2-one N[C@@H]1CC[C@H](CC1)NC1=NC=C(C(=N1)C1=CC(=NC=C1)N1C(CCCC1)=O)F